4-(2-bromophenyl)naphthalen-1-ol BrC1=C(C=CC=C1)C1=CC=C(C2=CC=CC=C12)O